4-(N-(4-chlorophenyl)sulfamoyl)-N-(3-sulfamoylphenyl)benzamide ClC1=CC=C(C=C1)NS(=O)(=O)C1=CC=C(C(=O)NC2=CC(=CC=C2)S(N)(=O)=O)C=C1